NC1=C(C=CC(=C1)NCC1=CC=C(C=C1)C(F)(F)F)NC([C@H]([C@H](CCCC)F)F)=O (2R,3S)-N-(2-amino-4-((4-(trifluoromethyl)benzyl)amino)phenyl)-2,3-difluoroheptanamide